BrC1=C2C=CC(=C(C2=CC=C1)N)[N+](=O)[O-] 5-Bromo-2-nitronaphthalene-1-amine